FC=1C(=NC(=NC1)N[C@@H]1CC[C@H](CC1)NC(OC(C)(C)C)=O)C1=NC(=CC=C1)N1C(CCCC1)=O trans-tert-butyl (4-((5-fluoro-4-(6-(2-oxopiperidin-1-yl)pyridin-2-yl)pyrimidin-2-yl)amino)cyclohexyl)carbamate